O=C1CCC12CCC(CC2)NC(OC(C)(C)C)=O tert-butyl (1-oxospiro[3.5]nonan-7-yl)carbamate